C(CCC)[Sn](O[Sn](C(=O)OCCCCCCCCCCCC)(CCCC)CCCC)(C(=O)OCCCCCCCCCCCC)CCCC 1,1,3,3-tetrabutyl-1,3-dilauryloxycarbonyldistannoxane